(±)-tert-butyl 4-(6-chloro-8-(2-(hydroxymethyl)thieno[3,2-b]pyridin-7-yl)-3,4-dihydroquinolin-1(2H)-yl)-2-methylpyrrolidine-1-carboxylate ClC=1C=C2CCCN(C2=C(C1)C1=C2C(=NC=C1)C=C(S2)CO)C2CC(N(C2)C(=O)OC(C)(C)C)C